ClC1=CC=C(C=N1)NC1=NC=CC2=CC(=CC=C12)O[C@@H]1CNCC1 (S)-N-(6-chloropyridin-3-yl)-6-(pyrrolidin-3-yloxy)isoquinolin-1-amine